ClC1=CC=C(C=C1)C1=NN(C(C2=CC=CC=C12)=O)NC(CC1=CC(=CC(=C1)C)C)=O N-[4-(4-chlorophenyl)-1-oxophthalazin-2(1H)-yl]-2-(3,5-dimethylphenyl)acetamide